O=C1NC(CCC1C1=NN(C2=CC(=CC=C12)N1CCN(CC1)C[C@@H]1[C@H](CN(CC1)C(=O)OC(C)(C)C)C)C)=O tert-butyl (3R,4S)-4-((4-(3-(2,6-dioxopiperidin-3-yl)-1-methyl-1H-indazol-6-yl)piperazin-1-yl)methyl)-3-methylpiperidine-1-carboxylate